COC=1C=CC2=C(C(=CO2)CCN2C3C=CC(C2)CC3CCC)C1 endo-2-(2-(5-methoxybenzofuran-3-yl)ethyl)-7-propyl-2-azabicyclo[2.2.2]oct-5-ene